FC1=CC=CC=2C(=N[C@@H](C(NC21)=O)NC(=O)C=2C(=NN1C2N=CC=C1)C1=C(C=C(C=C1)S(N)(=O)=O)F)C1=CC=CC=C1 N-[(3S)-9-Fluoro-2-oxo-5-phenyl-1,3-dihydro-1,4-benzodiazepin-3-yl]-2-(2-fluoro-4-sulfamoylphenyl)pyrazolo[1,5-a]pyrimidine-3-carboxamide